(S)-3-methoxy-10-(trifluoromethyl)-11-(4-(trifluoromethyl)thiazol-2-yl)-3,4-dihydro-2H,6H-[1,4]thiazepino[2,3,4-ij]quinazoline-6,8(7H)-dione CO[C@H]1CN2C(NC(C3=CC(=C(C(=C23)SC1)C=1SC=C(N1)C(F)(F)F)C(F)(F)F)=O)=O